2-(3-Chloro-4-fluorophenyl)pyridin-3-yl-[1,2,4]triazolo[1,5-a]pyridin ClC=1C=C(C=CC1F)C1=NC=CC=C1C1=NN2C(C=CC=C2)=N1